S1C(=CC=C1)CNCCCC N-(thiophen-2-ylmethyl)butan-1-amine